Ethyl (R)-thiophene-2-sulfinate S1C(=CC=C1)[S@](=O)OCC